4-phenyl-2-(pyrimidin-4-yl)-quinazoline C1(=CC=CC=C1)C1=NC(=NC2=CC=CC=C12)C1=NC=NC=C1